[Si](C)(C)(C(C)(C)C)O[C@H]1CN(CCOC1)C=1C2=C(N=C(N1)O[C@@H]1COCC1)C(=C(N=C2)Cl)F (S)-6-((tert-butyldimethylsilyl)oxy)-4-(7-chloro-8-fluoro-2-(((S)-tetrahydrofuran-3-yl)oxy)pyrido[4,3-d]pyrimidin-4-yl)-1,4-oxazepane